1-[3-Acetyl-6-[(2,4-dimethoxybenzyl)amino]-2-pyridyl]-5-methyl-pyrazole-3-carbonitrile C(C)(=O)C=1C(=NC(=CC1)NCC1=C(C=C(C=C1)OC)OC)N1N=C(C=C1C)C#N